2-((2R,3R)-3-(2-chlorophenyl)-1,4-dioxaspiro[4.4]non-2-yl)ethanol ClC1=C(C=CC=C1)[C@@H]1[C@H](OC2(O1)CCCC2)CCO